[C@@H]12N(C[C@@H](NC1)C2)C=2C=CC=1N=CN=C(C1N2)NC2=C(C(=CC=C2)Br)F 6-((1S,4S)-2,5-Diazabicyclo[2.2.1]heptan-2-yl)-N-(3-bromo-2-fluorophenyl)pyrido[3,2-d]pyrimidin-4-amine